C1(=CC(=CC=C1)C1N(OCC1)C1=CC(=NC=N1)NC=1C(=CC(=C(C1)NC(C=C)=O)N(C)CCN(C)C)OC)C1=CC=CC=C1 N-(5-((6-(3-([1,1'-biphenyl]-3-yl)isoxazolidin-2-yl)pyrimidin-4-yl)amino)-2-((2-(dimethylamino)ethyl)(methyl)amino)-4-methoxyphenyl)acrylamide